2-amino-3-(m-tolyl)propionic acid NC(C(=O)O)CC=1C=C(C=CC1)C